C1(C=2C(C(=O)O1)=CC=CC2)=O Phthalic anhydride